acrylic acid perfluorodecyl ester FC(C(C(C(C(C(C(C(C(C(F)(F)F)(F)F)(F)F)(F)F)(F)F)(F)F)(F)F)(F)F)(F)F)(F)OC(C=C)=O